BrC=1C=C(C(=NC1)C1OCCO1)C(F)(F)F 5-bromo-2-(1,3-dioxolan-2-yl)-3-(trifluoromethyl)pyridine